4-(5-chloro-2-nitrophenyl)-5-methoxypyridine ClC=1C=CC(=C(C1)C1=CC=NC=C1OC)[N+](=O)[O-]